5,5''-difluoro-5'-methyl-2,2''-dinitro-[1,1':3',1''-terphenyl]-2'-ol FC=1C=CC(=C(C1)C1=C(C(=CC(=C1)C)C1=C(C=CC(=C1)F)[N+](=O)[O-])O)[N+](=O)[O-]